N-(chlorosilyl)indole Cl[SiH2]N1C=CC2=CC=CC=C12